4-(8-amino-3-((2S)-1-(2-(2-((2-(2,6-dioxopiperidin-3-yl)-1,3-dioxoisoIndoline-4-yl)thio)ethoxy)ethyl)pyrrolidin-2-yl)imidazo[1,5-a]pyrazin-1-yl)-N-(pyridin-2-yl)benzamide NC=1C=2N(C=CN1)C(=NC2C2=CC=C(C(=O)NC1=NC=CC=C1)C=C2)[C@H]2N(CCC2)CCOCCSC2=C1C(N(C(C1=CC=C2)=O)C2C(NC(CC2)=O)=O)=O